(R)-1-(4-(3H-[1,2,3]triazolo[4,5-b]pyridin-3-yl)-2-fluoro-N-(piperidin-3-yl)benzamido)isoquinoline-6-carboxylic acid trifluoroacetic acid salt FC(C(=O)O)(F)F.N1=NN(C2=NC=CC=C21)C2=CC(=C(C(=O)N([C@H]1CNCCC1)C1=NC=CC3=CC(=CC=C13)C(=O)O)C=C2)F